7-{1-[1-(2,4-Difluorophenyl)-1H-pyrazol-4-yl]ethyl}-5-[2-(trifluoromethyl)pyrimidin-5-yl]-7H-pyrrolo[2,3-d]pyrimidin-4-amine FC1=C(C=CC(=C1)F)N1N=CC(=C1)C(C)N1C=C(C2=C1N=CN=C2N)C=2C=NC(=NC2)C(F)(F)F